(1,2-bis(2-chloroacetyl)hydrazineyl)hexanoic acid ClCC(=O)N(NC(CCl)=O)C(C(=O)O)CCCC